tert-Butyl(1-(3-((1-(3-bromonaphthalen-1-yl)cyclopropyl)carbamoyl)-4-methylphenoxy)propan-2-yl)carbamate C(C)(C)(C)OC(NC(COC1=CC(=C(C=C1)C)C(NC1(CC1)C1=CC(=CC2=CC=CC=C12)Br)=O)C)=O